OC1C(OC(C1O)CO)C=1C(NC(NC1)=O)=O 5-(3,4-dihydroxy-5-(hydroxymethyl)tetrahydrofuran-2-yl)pyrimidine-2,4(1H,3H)-dione